tert-butyl 3-((4-(3,5-dichloro-2-((4-(4-methoxybenzyl)morpholin-2-yl)methyl)phenyl)pyrrolo[2,1-f][1,2,4]triazin-6-yl)methyl)-2,4-dioxo-3,4-dihydropyrimidine-1(2H)-carboxylate ClC=1C(=C(C=C(C1)Cl)C1=NC=NN2C1=CC(=C2)CN2C(N(C=CC2=O)C(=O)OC(C)(C)C)=O)CC2CN(CCO2)CC2=CC=C(C=C2)OC